CNCCC1COCC2=NC3=C(N21)C(=CC=C3)B3OC(C(O3)(C)C)(C)C N-methyl-2-[6-(4,4,5,5-tetramethyl-1,3,2-dioxaborolan-2-yl)-3,4-dihydro-1H-[1,4]oxazino[4,3-a]benzimidazol-4-yl]ethanamine